CNCCCC(C)O 5-(methylamino)pentan-2-ol